methanoboronic acid B1(OC1)O